O=C1N(CCN1)CCN(CCN(CC#N)CC#N)CCN(CC#N)CC#N 2,2',2'',2'''-((((2-(2-oxoimidazolidin-1-yl)ethyl)azanediyl)bis(eth-ane-2,1-diyl))bis(azanetriyl))tetraacetonitrile